C1(CC1)CNC(=O)C=1N=NN(C1)CCCCC=1SC(=NN1)NC(CC1=CC(=CC=C1)OC(F)(F)F)=O N-(cyclopropylmethyl)-1-[4-(5-{2-[3-(trifluoromethoxy)phenyl]acetamido}-1,3,4-thiadiazol-2-yl)butyl]-1H-1,2,3-triazole-4-carboxamide